ClC=1N=NC=CC1C(F)(F)F 3-chloro-4-(trifluoromethyl)pyridazine